methyl 6-amino-2,3-difluoro-benzoate NC1=CC=C(C(=C1C(=O)OC)F)F